3-((3-(methacryloyloxy)propyl)dimethylammonio)propane-1-sulfonate C(C(=C)C)(=O)OCCC[N+](CCCS(=O)(=O)[O-])(C)C